O=S1(CCN(CC1)CC=1C=C(C(=O)NC2=CC=C(C=C2)C2=NC(=NO2)C(C)C)C=CC1)=O 3-[(1,1-Dioxo-1,4-thiazinan-4-yl)methyl]-N-[4-(3-propan-2-yl-1,2,4-oxadiazol-5-yl)phenyl]benzamide